tert-butyl 9-oxo-7-oxa-2,10-diazaspiro[5.6]dodecane-2-carboxylate O=C1COC2(CCCN(C2)C(=O)OC(C)(C)C)CCN1